boron-palladium [Pd].[B]